ethanesulfonic acid 2-[tert-butoxycarbonyl-(1H-pyrazol-3-ylmethyl)-amino]-propyl ester C(C)(C)(C)OC(=O)N(C(COS(=O)(=O)CC)C)CC1=NNC=C1